(S)-8-(2-amino-6-((R)-1-(3',4'-dichloro-4-(3-methyl-1H-pyrazol-1-yl)-[1,1'-biphenyl]-3-yl)-2,2,2-trifluoroethoxy)pyrimidin-4-yl)-2,8-diazaspiro[4.5]decane-3-carboxylic acid NC1=NC(=CC(=N1)N1CCC2(C[C@H](NC2)C(=O)O)CC1)O[C@@H](C(F)(F)F)C=1C=C(C=CC1N1N=C(C=C1)C)C1=CC(=C(C=C1)Cl)Cl